(3-phenylbicyclo[1.1.1]pentan-1-yl)methanol C1(=CC=CC=C1)C12CC(C1)(C2)CO